Cl.FC1=C2C(NC(=NC2=C(C=C1)C)CSC1CCNCC1)=O 5-fluoro-8-methyl-2-((piperidin-4-ylthio)methyl)quinazolin-4(3H)-one hydrochloride